OC=1C(=C(C#N)C=CC1)C1=C(N=C(N=N1)N[C@H]1CN(CCC1)C)C (R)-3-hydroxyl-(5-methyl-3-((1-methylpiperidin-3-yl)amino)-1,2,4-triazin-6-yl)benzonitrile